The molecule is an O-acylcarnitine having stearoyl (octadecanoyl) as the acyl substituent. It has a role as a human metabolite. It derives from an octadecanoic acid. CCCCCCCCCCCCCCCCCC(=O)OC(CC(=O)[O-])C[N+](C)(C)C